FC1=C(C=CC(=C1)F)C1=CC(=C(C=C1)OC)NC1=NC=NC2=CC=CC(=C12)OC1CN(CCC1(F)F)C(C=C)=O 1-(3-((4-((2',4'-difluoro-4-methoxy-[1,1'-biphenyl]-3-yl)amino)quinazolin-5-yl)oxy)-4,4-difluoropiperidin-1-yl)prop-2-en-1-one